(S)-3-(((5-cyanopyrazin-2-yl)oxy)methyl)-N-(1-(2,6-difluorophenyl)ethyl)-N-methylbicyclo[1.1.1]pentane-1-carboxamide C(#N)C=1N=CC(=NC1)OCC12CC(C1)(C2)C(=O)N(C)[C@@H](C)C2=C(C=CC=C2F)F